5-[(4R,10bS)-8-[[(3S,4S)-4-methoxypyrrolidin-3-yl]amino]-4-methyl-3,4,6,10b-tetrahydro-1H-pyrazino[2,1-a]isoindol-2-yl]quinoline-8-carbonitrile CO[C@@H]1[C@H](CNC1)NC=1C=C2CN3[C@@H](C2=CC1)CN(C[C@H]3C)C3=C1C=CC=NC1=C(C=C3)C#N